FC(S(=O)(=O)C1=CC=C(C=C1)NC(CC1=NC=C2C=CC(=NC2=C1)C1=NC(=CC=C1)N1C[C@@H](O[C@@H](C1)C)C)=O)F N-(4-((difluoromethyl)sulfonyl)phenyl)-2-(2-(6-((cis)-2,6-dimethylmorpholino)pyridin-2-yl)-1,6-naphthyridin-7-yl)acetamide